2-[4-(7-chloro-3,4-dihydroisoquinolin-2(1H)-yl)piperidin-1-yl]-N-[(3,5-difluoropyridin-2-yl)methyl]-1,3-thiazole-5-carboxamide ClC1=CC=C2CCN(CC2=C1)C1CCN(CC1)C=1SC(=CN1)C(=O)NCC1=NC=C(C=C1F)F